1,3-bis(1,2-epoxy-1-methyl-ethyl)benzene CC1(CO1)C1=CC(=CC=C1)C1(CO1)C